CC1=C(C(=C(C1(C)[Rh](Cl)(Cl)(Cl)(Cl)Cl)C)C)C (pentamethylcyclopentadienyl)rhodium pentachloride